N-(6-(difluoromethoxy)pyridin-2-yl)-4-fluoropyrrolidine-2-carboxamide FC(OC1=CC=CC(=N1)NC(=O)C1NCC(C1)F)F